FC1=CC(=C(C=C1)NC1=C(C(=O)NC=2C=NC(=CC2)OC)C(=CC=C1)C(F)(F)F)OC 2-((4-fluoro-2-methoxyphenyl)amino)-N-(6-methoxypyridin-3-yl)-6-(trifluoromethyl)benzamide